C(#N)C=1C=NC(=NC1)N1C[C@H](N(C[C@@H]1C)C(=O)OC1CC2(CN(C2)CC2=CC=C(C=C2)F)C1)C 2-[(4-fluorophenyl)methyl]-2-azaspiro[3.3]heptan-6-yl (2R,5S)-4-(5-cyanopyrimidin-2-yl)-2,5-dimethylpiperazine-1-carboxylate